1-[(2S)-2-hydroxy-3,3-dimethyl-butyl]-3-[[2-(2,2,2-trifluoroethoxy)-4-pyridyl]methyl]urea O[C@H](CNC(=O)NCC1=CC(=NC=C1)OCC(F)(F)F)C(C)(C)C